N-((E)-((S)-4-bromo-5-chloro-2-phenyl-2,3-dihydrobenzofuran-2-yl)methylene)-2-methylpropane-2-sulfinamide BrC1=C(C=CC2=C1C[C@](O2)(C2=CC=CC=C2)\C=N\S(=O)C(C)(C)C)Cl